C(C(=C)C)(=O)OCCC[Si](OC(C)C)(OC(C)C)C 3-methacryloxypropyl-methyl-diisopropyl-oxysilane